(2S,4aR,4bS,6aR,7R,10aS,10bS)-2,4a,6a-trimethyl-7-((2R,5R)-6,6,6-trifluoro-5-hydroxy-5-methylhexan-2-yl)-1,2,3,4,4a,4b,5,6,6a,7,8,9,10,10a,10b,11-hexadecahydrochrysen-2-ol C[C@]1(CC2=CC[C@H]3[C@@H]4CCC[C@@H]([C@]4(CC[C@@H]3[C@]2(CC1)C)C)[C@H](C)CC[C@@](C(F)(F)F)(C)O)O